CC(=C)CC(CCCCCC)C 2,4-dimethyl-decene